N-((1r,4S)-4-(3-chloro-4-cyanophenoxy)cyclohexyl)-6-((S)-2-((4-(4-(2,4-dioxotetrahydropyrimidin-1(2H)-yl)-1H-indazol-1-yl)piperidin-1-yl)methyl)morpholino)pyridazine-3-carboxamide ClC=1C=C(OC2CCC(CC2)NC(=O)C=2N=NC(=CC2)N2C[C@@H](OCC2)CN2CCC(CC2)N2N=CC3=C(C=CC=C23)N2C(NC(CC2)=O)=O)C=CC1C#N